CC1=C(C(=CC(=C1)N)C)C1=C(C=C(N)C=C1C)C 2,6,2',6'-tetramethylbenzidine